ClC1=C(C(=O)NC=2OC=NN2)C=CC(=C1S(=O)(=O)C)OC(F)(F)F 2-chloro-3-(methylsulfonyl)-N-(1,3,4-oxadiazol-2-yl)-4-(trifluoromethoxy)benzamide